4-(4-Nitrophenyl)piperazine-1-carboxylic acid tert-butyl ester C(C)(C)(C)OC(=O)N1CCN(CC1)C1=CC=C(C=C1)[N+](=O)[O-]